Lactulose OC[C@H]1O[C@@H](O[C@@H]2[C@@H](CO)O[C@](O)(CO)[C@H]2O)[C@H](O)[C@@H](O)[C@H]1O